CS(=O)(=O)OCCC#N cyanoethyl methanesulfonate